(4-(1-(5-(2-((5-fluoro-2,3-dihydro-1H-inden-2-yl)amino)pyrimidine-5-yl)-1,3,4-oxadiazol-2-yl)azetidin-3-yl)-1H-1,2,3-triazol-1-yl)methyl pivalate C(C(C)(C)C)(=O)OCN1N=NC(=C1)C1CN(C1)C=1OC(=NN1)C=1C=NC(=NC1)NC1CC2=CC=C(C=C2C1)F